FC1=CC2=C(N(C([C@H](CS2)NC(OC(C)(C)C)=O)=O)CC2=CC=C(C=C2)F)C=C1C1=NOC(=N1)C(C(F)(F)F)(OC)F tert-butyl N-[(3R)-8-fluoro-5-[(4-fluorophenyl)methyl]-4-oxo-7-[5-(1,2,2,2-tetrafluoro-1-methoxy-ethyl)-1,2,4-oxadiazol-3-yl]-2,3-dihydro-1,5-benzothiazepin-3-yl]carbamate